C(C)(C)(C)OC(=O)NCC[C@@H](C(=O)O)NCC1=C(C=C(C=C1)Cl)OC1=CC=C(C=C1)C1=CN=C(N1C)CN(C)C (S)-4-((tert-butoxycarbonyl)amino)-2-((4-chloro-2-(4-(2-((dimethylamino)methyl)-1-methyl-1H-imidazol-5-yl)phenoxy)benzyl)amino)butanoic acid